C(C)(C)(C)OC(=O)N1CCC2(CC(C2)C2=CC(=CC=C2)C(C)C)CC1 2-(3-isopropylphenyl)-7-azaspiro[3.5]nonane-7-carboxylic acid tert-butyl ester